C(#C)C1=CC(=C(C=C1)N1CC(N(C2(CN(C2)C(=O)NC)C1=O)CC1=CC=C(C=C1)C1(N=N1)C(F)(F)F)=O)F 8-(4-ethynyl-2-fluoro-phenyl)-N-methyl-6,9-dioxo-5-(4-(3-(trifluoromethyl)-3H-diazirin-3-yl)benzyl)-2,5,8-triazaspiro[3.5]nonane-2-carboxamide